NC1(CCC1)C1=NC=C(C=N1)C1=CC2=C(N=C3N2[C@H]2C4=C(C(N([C@@H]3C2)C([2H])([2H])[2H])=O)C=CC=C4C#CC(F)(F)F)C=C1 (7R,14R)-11-(2-(1-aminocyclobutyl)pyrimidin-5-yl)-6-(methyl-d3)-1-(3,3,3-trifluoroprop-1-yn-1-yl)-6,7-dihydro-7,14-methanobenzo[f]benzo[4,5]imidazo[1,2-a][1,4]diazocin-5(14H)-one